BrC1=CC2=C(N(C(OC2)=O)C)C=C1OC 6-bromo-7-methoxy-1-methyl-1,4-dihydro-2H-benzo[d][1,3]oxazin-2-one